4-amino-2,2-dimethyl-butyric acid NCCC(C(=O)O)(C)C